methylene 1,1-difluoromethanedisulfonate methyl-6-bromo-2-isopropyl-1-oxo-2,3-dihydro-1H-indene-2-carboxylate COC(=O)C1(C(C2=CC(=CC=C2C1)Br)=O)C(C)C.FC1(S(=O)(=O)OCOS1(=O)=O)F